S1C=CC2=C1C=CC(=C2)C2=NN1C(CN(C[C@H]1C)C(C=C)=O)=C2C2=CC=NC=C2 |r| 1-[(7RS)-2-(1-benzothiophen-5-yl)-7-methyl-3-(pyridin-4-yl)-6,7-dihydropyrazolo[1,5-a]pyrazin-5(4H)-yl]prop-2-en-1-one